The molecule is a hydroxypiperidine that is deoxynojirimycin (duvoglustat) in which the amino hydrogen is replaced by a nonyl group. It has a role as an EC 3.2.1.45 (glucosylceramidase) inhibitor, an EC 3.2.1.20 (alpha-glucosidase) inhibitor and an antiviral agent. It is a hydroxypiperidine and a tertiary amino compound. It derives from a duvoglustat. CCCCCCCCCN1C[C@@H]([C@H]([C@@H]([C@H]1CO)O)O)O